(S)-quinuclidin-3-yl (5-(2-(tert-butoxy)pyridin-4-yl)-2,2-dimethyl-2,3-dihydro-1H-inden-1-yl)carbamat C(C)(C)(C)OC1=NC=CC(=C1)C=1C=C2CC(C(C2=CC1)NC(O[C@@H]1CN2CCC1CC2)=O)(C)C